C(C1=CC=CC=C1)N1C[C@H](CC1)NC(OC(C)(C)C)=O tert-butyl (S)-(1-benzylpyrrolidin-3-yl)carbamate